ClC=1C=CC2=C(N=C(O2)C2CC3(CC(C3)NC(=O)C=3C=NN(C3)C)C2)C1 N-[6-(5-chloro-1,3-benzoxazol-2-yl)spiro[3.3]heptan-2-yl]-1-methyl-pyrazole-4-carboxamide